5-(4-chlorobenzyl)-2,2-dimethylcyclopentan-1-one ClC1=CC=C(CC2CCC(C2=O)(C)C)C=C1